C(C)(=O)ON=C(C)C=1C=CC=2N(C3=CC=C(C=C3C2C1)C(C1=C(C=CC=C1)C)=O)CC [1-[9-ethyl-6-(2-methylbenzoyl) carbazol-3-yl] ethylidene amino] acetate